ClC1=CC=C(C=N1)CNC(CC1N(C(CC1)=O)CC1=CC=C(C=C1)C)=O N-[(6-chloropyridin-3-yl)methyl]-2-[1-[(4-methylphenyl)methyl]-5-oxopyrrolidine-2-yl]acetamide